CN(CCCN1CN(CN(C1)CCCN(C)C)CCCN(C)C)C 1,3,5-tris[3-(dimethylamino)propyl]hexahydro-s-triazine